O=C1NC(CCC1C1=C(C=C(C=C1F)N1CC(C1)NC(OC12CC(C1)(C2)C(N(C)CC2CC2)=O)=O)F)=O 3-((cyclopropylmethyl)(methyl)carbamoyl)bicyclo[1.1.1]pentan-1-yl (1-(4-(2,6-dioxopiperidin-3-yl)-3,5-difluorophenyl)azetidin-3-yl)carbamate